3-[tert-butyl(dimethyl)silyl]oxy-N,N-diethyl-2-[(4-fluoro-2-methoxy-phenyl)methyl]cyclopentene-1-carboxamide [Si](C)(C)(C(C)(C)C)OC1C(=C(CC1)C(=O)N(CC)CC)CC1=C(C=C(C=C1)F)OC